2-(1-methyl-1H-pyrazol-4-yl)-N-(7-methyl-6-((R)-spiro[2.2]pentan-1-yl)isoquinolin-3-yl)cyclopropane-1-carboxamide CN1N=CC(=C1)C1C(C1)C(=O)NC=1N=CC2=CC(=C(C=C2C1)[C@@H]1CC12CC2)C